bis(ethylcyclopentadienyl)bis(methyl-Ethylamino)hafnium C(C)C1(C=CC=C1)[Hf](N(C)CC)(N(CC)C)C1(C=CC=C1)CC